(2r,4r)-8-(5-chloro-3-fluoropyridin-2-yl)-5-(4-chlorobenzyl)-N-methyl-6,9-dioxo-5,8-diazaspiro[3.5]nonane-2-carboxamide ClC=1C=C(C(=NC1)N1CC(N(C2(CC(C2)C(=O)NC)C1=O)CC1=CC=C(C=C1)Cl)=O)F